3-methyl-5-oxo-1-phenyl-N-(4-piperidinyl)-4H-pyrazole-4-carboxamide CC1=NN(C(C1C(=O)NC1CCNCC1)=O)C1=CC=CC=C1